FC=1C(=CC2=C(N(C(=N2)NC=2OC3=C(N2)C=CC(=C3)OC(F)(F)F)C)C1)C(=O)O 6-fluoro-1-methyl-2-((6-(trifluoromethoxy)benzo[d]oxazol-2-yl)amino)-1H-benzo[d]imidazole-5-carboxylic acid